C(CCCCC)OC(C(C)C)=O 2-methylpropanoic acid hexyl ester